C(C=C)(=O)N[C@@H]1[C@@H](CCCC1)NC(=O)C=1SC=2N=CC=C3N(C(NC1C23)=O)C=2C=NC(=CC2C)OC(C)C N-((1R,2S)-2-Acrylamidocyclohexyl)-5-(6-isopropoxy-4-methylpyridin-3-yl)-4-oxo-4,5-dihydro-3H-1-thia-3,5,8-triazaacenaphthylene-2-carboxamide